(S)-1-[(S)-3-Methyl-1-({4-[(1-methyl-1H-imidazol-2-yl)methyl]-1-piperidyl}carbonyl)butyl]-4-acetyl-3-isobutyl-2-piperazinone CC(C[C@@H](C(=O)N1CCC(CC1)CC=1N(C=CN1)C)N1C([C@@H](N(CC1)C(C)=O)CC(C)C)=O)C